1-(1-(4-(trifluoromethyl)phenyl)-1,2,3,4-tetrahydroquinolin-3-yl)ethan-1-one FC(C1=CC=C(C=C1)N1CC(CC2=CC=CC=C12)C(C)=O)(F)F